tert-butyl 4-[[1-(2-hydroxyphenyl)azetidin-3-yl]methyl]piperidine-1-carboxylate OC1=C(C=CC=C1)N1CC(C1)CC1CCN(CC1)C(=O)OC(C)(C)C